4-chloro-1-(1,1-dimethoxyethyl)-2-fluorobenzene ClC1=CC(=C(C=C1)C(C)(OC)OC)F